F[C@@H]1CN(CC[C@H]1OS(=O)(=O)C(F)(F)F)C(=O)OC(C)(C)C tert-butyl (3R,4R)-3-fluoro-4-(((trifluoromethyl)sulfonyl)oxy)piperidine-1-carboxylate